(R)-N-[(1R)-1-[3-(1,1-difluoro-2-methoxyethyl)phenyl]ethyl]-2-methylpropane-2-sulfonamide FC(COC)(F)C=1C=C(C=CC1)[C@@H](C)NS(=O)(=O)C(C)(C)C